(6S)-4-(5-methyl-1H-indazol-4-yl)-6-(2-propanyl)-2-(2-(2-propenoyl)-2,6-diazaspiro[3.4]octan-6-yl)-6,7-dihydro-5H-cyclopenta[b]pyridine-3-carbonitrile CC=1C(=C2C=NNC2=CC1)C1=C2C(=NC(=C1C#N)N1CC3(CN(C3)C(C=C)=O)CC1)C[C@H](C2)C(C)C